CC(C=O)CC1=CC=C(C=C1)C 2-methyl-3-(4-methylphenyl)propionaldehyde